3-(chloromethyl)-4-methoxy-benzoic acid methyl ester COC(C1=CC(=C(C=C1)OC)CCl)=O